BrC1=C(C=CC(=C1)Br)OC 2,4-dibromoanisole